undecane-1,4-diol C(CCC(CCCCCCC)O)O